COCCOC=1C=C(C=C2C(=NC=NC12)NCC=1N=NC(=CC1)C)C=1SC(=CN1)C 8-(2-methoxyethoxy)-N-((6-methylpyridazin-3-yl)methyl)-6-(5-methylthiazol-2-yl)quinazolin-4-amine